N-(6-((3-fluorophenyl)amino)-1H-indazol-3-yl)-4-(1-methylpiperidin-4-yl)benzamide FC=1C=C(C=CC1)NC1=CC=C2C(=NNC2=C1)NC(C1=CC=C(C=C1)C1CCN(CC1)C)=O